N-(2-aminoethyl)-4-(2-fluoro-6-hydroxy-3-methoxybenzoyl)benzamide NCCNC(C1=CC=C(C=C1)C(C1=C(C(=CC=C1O)OC)F)=O)=O